4-cyclopropyl-2-(1-piperidinylmethyl)-1-(p-tolylsulfonyl)-6H-pyrrolo[2,3-c]pyridin-7-one C1(CC1)C=1C2=C(C(NC1)=O)N(C(=C2)CN2CCCCC2)S(=O)(=O)C2=CC=C(C=C2)C